C(C)NCCC(=O)O N-ethyl-β-alanine